6-(2-hydroxy-5-methylphenyl)-5-chlorobenzotriazole OC1=C(C=C(C=C1)C)C=1C(=CC2=C(NN=N2)C1)Cl